CN(C=1C2=C(NC(N1)=O)N=C(S2)S(=O)(=O)C)C 7-(dimethylamino)-2-methanesulfonyl-4H-[1,3]thiazolo[4,5-d]pyrimidin-5-one